O(O)O.[V].[Fe] iron-vanadium oxyhydroxide